tert-butyl (3-fluoro-4-hydroxyphenyl)carbamate FC=1C=C(C=CC1O)NC(OC(C)(C)C)=O